NC(C([C@H](CC1=CC=CC=C1)NC(=O)C1=C(N=C(S1)C1CC1)C1=CC=CC=C1)=O)=O (S)-N-(4-AMINO-3,4-DIOXO-1-PHENYLBUTAN-2-YL)-2-CYCLOPROPYL-4-PHENYLTHIAZOLE-5-CARBOXAMIDE